OC(C)CCCCCCCCCCCCCC 2-Hydroxyhexadecane